6-(5-(((1S,2S,3R,5R)-2-fluoro-8-azabicyclo[3.2.1]octan-3-yl)(methyl)amino)pyrazin-2-yl)-5-hydroxy-N,N-dimethylbenzofuran-2-carboxamide F[C@H]1[C@@H]2CC[C@H](C[C@H]1N(C=1N=CC(=NC1)C1=CC3=C(C=C(O3)C(=O)N(C)C)C=C1O)C)N2